OC1=C(C=CC=C1)\C(\C)=N/NC1=NC2=C(C(=CC=C2C=C1)CN1CCCCC1)O (Z)-2-(2-(1-(2-Hydroxyphenyl)ethyliden)hydrazinyl)-7-(Piperidin-1-ylmethyl)chinolin-8-ol